4-(5-(4-aminopiperidin-1-yl)-8-(3-hydroxy-4-(trifluoromethoxy)phenyl)imidazolo[1,2-c]pyrimidin-7-yl)-2-fluorobenzonitrile hydrochloride Cl.NC1CCN(CC1)C1=NC(=C(C=2N1C=CN2)C2=CC(=C(C=C2)OC(F)(F)F)O)C2=CC(=C(C#N)C=C2)F